piperidin-4-yl (4-(2'-(tert-butyl)-[3,4'-bipyridin]-5-yl)-3-chlorophenyl)carbamate C(C)(C)(C)C1=NC=CC(=C1)C=1C=NC=C(C1)C1=C(C=C(C=C1)NC(OC1CCNCC1)=O)Cl